2-(benzo[d]isoxazol-3-yl)-5-methoxyphenylmethanol O1N=C(C2=C1C=CC=C2)C2=C(C=C(C=C2)OC)CO